FC1=C(C=C(C=C1F)CC1=NNC(C2=CC=CC=C12)=O)C1=CC2=C(NC(=N2)NC(=O)NCC)C=C1 1-(5-(2,3-Difluoro-5-((4-oxo-3,4-dihydrophthalazin-1-yl)methyl)phenyl)-1H-benzoimidazol-2-yl)-3-ethylurea